BrC1=C(OC(=O)NC=2C=C3C(=CNC3=CC2)C=2CC3CCCCN3CC2)C=CC=C1 5-(2-bromophenoxy)carbonylamino-3-(1,4,5,6,7,8,9-heptahydroquinolizin-2-yl)-1H-indole